(S)-3-(3-bromo-1-isopropyl-1H-pyrazol-5-yl)cyclopentanone BrC1=NN(C(=C1)[C@@H]1CC(CC1)=O)C(C)C